N(C(=N)N)CCC[Si](OC)(OC)OC 3-(guanidino)propyl-trimethoxysilane